1-p-methoxybenzyl-pyrazole-3-carboxylic acid COC1=CC=C(CN2N=C(C=C2)C(=O)O)C=C1